4,4''-di(9'H-[9,3':6',9''-tercarbazol]-9'-yl)-2'-(2,6-dimethylpyridin-3-yl)-[1,1':3',1''-terphenyl]-5'-carbonitrile C1=CC=CC=2C3=CC=CC=C3N(C12)C=1C=CC=2N(C3=CC=C(C=C3C2C1)N1C2=CC=CC=C2C=2C=CC=CC12)C1=CC=C(C=C1)C1=C(C(=CC(=C1)C#N)C1=CC=C(C=C1)N1C2=CC=C(C=C2C=2C=C(C=CC12)N1C2=CC=CC=C2C=2C=CC=CC12)N1C2=CC=CC=C2C=2C=CC=CC12)C=1C(=NC(=CC1)C)C